C(C)(=O)N1CCN(CC1)C=1N=C(SC1SC(C)C)N1N=C(C(=C1C(=O)O)C1=CC(=CC=C1)F)C 1-(4-(4-acetylpiperazin-1-yl)-5-(isopropylthio)thiazol-2-yl)-4-(3-fluorophenyl)-3-methyl-1H-pyrazole-5-carboxylic acid